BrC=1N(N=C2C=C(C=CC12)C1=CC(=CC=C1)C)CCCN(C)C 3-(3-bromo-6-(3-methylphenyl)-2H-indazol-2-yl)-N,N-dimethylpropan-1-amine